6-(8-Fluoro-2-methylimidazo[1,2-a]pyridin-6-yl)-2-(piperidin-1-yl)[1,3]thiazolo[4,5-b]pyrazin-Hydrochlorid Cl.FC=1C=2N(C=C(C1)C=1N=C3C(=NC1)N=C(S3)N3CCCCC3)C=C(N2)C